CNC(C(=O)NCCN(C1=NC(=NC(=C1)NC=1SC(=CN1)C1=CC=NC=C1)C)C)C (2e)-2-(methylamino)-N-[2-[methyl-[2-methyl-6-[[5-(4-pyridyl)thiazol-2-yl]amino]pyrimidin-4-yl]amino]ethyl]propanamide